2-oxa-4,7,10-triazatridecane-12,13-diol COCNCCNCCNCC(CO)O